C(C)N1CCC(CC1)C=1SC2=C(N1)C=CC(=C2)C(=O)NC2CCOCC2 2-(1-ethylpiperidin-4-yl)-N-(tetrahydro-2H-pyran-4-yl)benzo[d]thiazole-6-carboxamide